rac-(4aR,8aS)-6-(4-(1-Methyl-1H-indazol-5-yl)piperidine-1-carbonyl)hexahydro-2H-pyrido[4,3-b][1,4]oxazin-3(4H)-one CN1N=CC2=CC(=CC=C12)C1CCN(CC1)C(=O)N1C[C@@H]2[C@@H](OCC(N2)=O)CC1 |r|